FC(C1=NC(=NO1)C=1C=CC=2N(C1)C=C(N2)C(=O)N)(F)F 6-(5-(trifluoromethyl)-1,2,4-oxadiazol-3-yl)imidazo[1,2-a]pyridine-2-carboxamide